[2H]C=1C(=C(C(=C(C1)[C@@H]1[C@@H](O[C@@]([C@@H]1C)(C(F)(F)F)C)C(=O)NC1=CC(=NC=C1)C(=O)N)OC)F)F 4-[[(2R,3R,4R,5S)-3-(5-Deuterio-3,4-difluoro-2-methoxyphenyl)-4,5-dimethyl-5-(trifluoromethyl)tetrahydrofuran-2-carbonyl]amino]pyridin-2-carboxamid